CC1=C(C=NN1)C(=O)NC1=CN=NC=C1 5-methyl-N-pyridazin-4-yl-pyrazole-4-carboxamide